1-(3-(4-methoxyphenyl)-1,2,4-oxadiazol-5-yl)piperidine-4-carboxamide formate C(=O)O.COC1=CC=C(C=C1)C1=NOC(=N1)N1CCC(CC1)C(=O)N